ClC=1C(=NC(=NC1)N[C@@H](CO)C)C1=CC=C2CN(C(C2=C1)=O)[C@@H](C(=O)N[C@H](CO)C1=CC(=CC(=C1)OC)F)C (2R)-2-[6-(5-chloro-2-{[(2R)-1-hydroxypropan-2-yl]amino}pyrimidin-4-yl)-1-oxo-2,3-dihydro-1H-isoindol-2-yl]-N-[(1S)-1-(3-fluoro-5-methoxyphenyl)-2-hydroxyethyl]propanamide